CC1=C2COC(C2=CC=C1CN1CC2=C(N=C(N=C2)N2C=NC3=C2C=CC=C3C#N)CC1)=O 1-(6-((4-methyl-1-oxo-1,3-dihydroisobenzofuran-5-yl)methyl)-5,6,7,8-tetrahydropyrido[4,3-d]pyrimidin-2-yl)-1H-benzo[d]imidazole-4-carbonitrile